2-(6-Chloro-5-methyl-pyridin-3-yl)-pentanoic acid (5-chloro-pyrazin-2-yl)-amide ClC=1N=CC(=NC1)NC(C(CCC)C=1C=NC(=C(C1)C)Cl)=O